COC(N[C@@H]1[C@@H](C[C@H](CC1)C(N(C)C)=O)N=[N+]=[N-])=O ((1S,2R,4S)-2-azido-4-(dimethylcarbamoyl)cyclohexyl)carbamic acid methyl ester